ClC=1C=C(C(=NC1)NS(=O)(=O)C1=CNC=2C1=NC=1C=CC=CC1C2)F N-(5-chloro-3-fluoropyridin-2-yl)-1H-pyrrolo[3,2-b]quinoline-3-sulfonamide